C(C1=CC=CC=C1)OC[C@H](N)CC(=O)O O-benzyl-L-β-homoserine